O=C1C(=C(C1=O)NC1=C(C(=NC=C1)C(=O)N(C)C)O)N[C@H]1C(CCC=2N=C(SC21)C)(C)C (S)-4-((3,4-dioxo-2-((2,6,6-trimethyl-4,5,6,7-tetrahydrobenzo[d]thiazol-7-yl)amino)cyclobut-1-en-1-yl)amino)-3-hydroxy-N,N-dimethylpicolinamide